C(C1=CC=CC=C1)O[C@H]1[C@H]([C@@H](O[C@]1(C)COCC1=CC=CC=C1)N1C(NC(C(=C1)F)=O)=O)O 1-((2R,3R,4S,5R)-4-(benzyloxy)-5-((benzyloxy)methyl)-3-hydroxy-5-methyltetrahydrofuran-2-yl)-5-fluoropyrimidine-2,4(1H,3H)-dione